CC1=CC=C(C=C1)C2=NN(C3=NC=NC(=C23)N)C(C)(C)C 1-(1,1-Dimethylethyl)-1-(4-methylphenyl)-1H-pyrazolo[3,4-d]pyrimidin-4-amine